CC1=NCCCN1C 2,3-dimethyl-3,4,5,6-tetrahydro-1,3-diazine